FC=1C(=NC=C(C1)NC(=O)C1(CC1)C(N(C)C1=CC=C(C=C1)F)=O)OC1=CC=NC2=CC(=C(C=C12)C(=O)O)OC 4-((3-Fluoro-5-(1-((4-fluorophenyl)(methyl)carbamoyl)cyclopropane-1-carboxamido)pyridin-2-yl)oxy)-7-methoxyquinoline-6-carboxylic Acid